(1s,3s)-3-((5-(imidazo[1,2-a]pyrimidin-6-yl)-4-methoxy-7H-pyrrolo[2,3-d]pyrimidin-2-yl)amino)-1-methylcyclobutan-1-ol N=1C=CN2C1N=CC(=C2)C2=CNC=1N=C(N=C(C12)OC)NC1CC(C1)(O)C